FC1=C(CN2CC3(C2)CCNCC3)C=CC(=C1)C(F)(F)F 2-(2-Fluoro-4-(trifluoromethyl)benzyl)-2,7-diazaspiro[3.5]nonane